ClC=1C=CC(=C(C1)NC1=NC=NC2=CC(=C(C=C12)[N+](=O)[O-])O)F 4-((5-chloro-2-fluorophenyl)amino)-6-nitroquinazolin-7-ol